methyl 2-(2-(4-fluorophenyl)butanamido)-4-methyl-5-(piperazine-1-carbonyl)thiophene-3-carboxylate FC1=CC=C(C=C1)C(C(=O)NC=1SC(=C(C1C(=O)OC)C)C(=O)N1CCNCC1)CC